ClC1=C(C(=CC(=C1)Cl)OCC1=CC=C(C=C1)OC)B1OC(C(O1)(C)C)(C)C 2-[2,4-dichloro-6-[(4-methoxyphenyl)methoxy]phenyl]-4,4,5,5-tetramethyl-1,3,2-dioxaborolane